N-(5-(6-(2-bromo-4-(trifluoromethyl)phenyl)-1-oxo-3,4-dihydro-2,7-naphthyridin-2(1H)-yl)-2-hydroxyphenyl)methanesulfonamide BrC1=C(C=CC(=C1)C(F)(F)F)C=1C=C2CCN(C(C2=CN1)=O)C=1C=CC(=C(C1)NS(=O)(=O)C)O